FC=1C(=NC(=CC1)F)N(CC1=CC=C(C=C1)OC)CC1=CC=C(C=C1)OC 3,6-difluoro-N,N-bis(4-methoxybenzyl)pyridin-2-amine